3,4-Methylendioxyamphetamin C1OC=2C=C(CC(N)C)C=CC2O1